2-(dimethylamino)benzotriazole CN(N1N=C2C(=N1)C=CC=C2)C